C(=O)(OC(C)(C)C)NCCCNCCCNC(=O)OC(C)(C)C N1-Boc-N3-(3-(Boc-amino)-propyl)propane-1,3-diamine